C1(=CC=CC=C1)C=1NC2=C(C=C(C=C2C1)COC1CCC(CC1)O)NC1CCOCC1 4-((2-phenyl-7-((tetrahydro-2H-pyran-4-yl)amino)-1H-indol-5-yl)methoxy)cyclohexan-1-ol